ClC=1N=CC2=C(N1)N(C(=C2)C(C)=O)C2CCCC2 1-(2-chloro-7-cyclopentyl-7H-pyrrolo[2,3-d]pyrimidin-6-yl)ethan-1-one